(R)-1-(6-(3-(5-aminopyrimidin-2-yl)-5-chlorophenyl)-4,4-dioxido-4-thia-7-azaspiro[2.5]octan-7-yl)prop-2-en-1-one NC=1C=NC(=NC1)C=1C=C(C=C(C1)Cl)[C@@H]1CS(C2(CC2)CN1C(C=C)=O)(=O)=O